2-chloro-4-((1-methyl-2-oxo-4-((1-(pyridin-2-yl)ethyl)amino)-1,2-dihydroquinolin-6-yl)amino)nicotinonitrile ClC1=C(C#N)C(=CC=N1)NC=1C=C2C(=CC(N(C2=CC1)C)=O)NC(C)C1=NC=CC=C1